ClC1=C(CNC(=O)[C@@H]2C=3C=CC=NC3[C@@H](CC2)O)C=CC(=C1)Cl (5S,8R)-N-(2,4-dichlorobenzyl)-8-hydroxy-5,6,7,8-tetrahydroquinoline-5-carboxamide